9-(2-(2-((2S,6R)-2,6-dimethylmorpholino)ethoxy)pyrimidin-5-yl)-6,7-dimethoxynaphtho[2,3-c]furan-1(3H)-one C[C@@H]1O[C@@H](CN(C1)CCOC1=NC=C(C=N1)C1=C2C=C(C(=CC2=CC2=C1C(OC2)=O)OC)OC)C